Methyl (S)-3-(4-methoxyphenyl)-2-(2-(1-(3-(pyridin-2-yl)propanoyl)piperidin-4-yl)acetamido)propanoate COC1=CC=C(C=C1)C[C@@H](C(=O)OC)NC(CC1CCN(CC1)C(CCC1=NC=CC=C1)=O)=O